C1(CCC1)CNC N-(cyclobutylmethyl)methylamine